NC=1N=C2N(C=C(C=C2)C2=CNC3=CC=C(C=C23)Cl)C1C(=O)[C@H]1[C@H](C1)F (2-amino-6-(5-chloro-1H-indol-3-yl)imidazo[1,2-a]pyridin-3-yl)((1s,2s)-2-fluorocyclopropyl)methanone